N-[2-(2-aminoethoxy)ethyl]-2-ethyl-4-[[3-[1-(3-methylbutyl)-3-(trifluoromethyl)pyrazol-4-yl]imidazo[1,2-a]pyrazin-8-yl]amino]benzamide NCCOCCNC(C1=C(C=C(C=C1)NC=1C=2N(C=CN1)C(=CN2)C=2C(=NN(C2)CCC(C)C)C(F)(F)F)CC)=O